C(CCCCCCCCCCC)C=1C(=C(C2=CC=CC=C2C1)S(=O)(=O)O)CCCCCCCCCCCC didodecyl-naphthalenesulfonic acid